C(=C)[Si](OCCCCC)(OCCCCC)OCCCCC vinyl-tris(n-pentyloxy)silane